(5'S,7a'R)-1-(3-chloro-2-fluorobenzoyl)-5'-(3,5-difluorophenyl)tetrahydro-3'H-spiro[piperidine-4,2'-pyrrolo[2,1-b]oxazol]-3'-one ClC=1C(=C(C(=O)N2CCC3(C(N4[C@H](O3)CC[C@H]4C4=CC(=CC(=C4)F)F)=O)CC2)C=CC1)F